ClC=1C(=C(C(=C(C1)C(C)N1N=C(C=2C1=NC=NC2)C)OC)C2CN(C2)CC(F)F)C 1-(1-{5-Chloro-3-[1-(2,2-difluoroethyl)azetidin-3-yl]-2-methoxy-4-methylphenyl}ethyl)-3-methyl-1H-pyrazolo[3,4-d]pyrimidin